Cl.CC=1C=C(C=C(C1)C)NC1=NC=CC(=N1)C1=NN(C(=C1)C(=O)NCCNC(C)C)C 3-{2-[(3,5-dimethylphenyl)amino]pyrimidin-4-yl}-1-methyl-N-[2-(propan-2-ylamino)ethyl]-1H-pyrazole-5-carboxamide hydrochloride